C1(=CC=CC=C1)COCCC1CCNCC1 4-(2-(Phenylmethoxy)ethyl)piperidine